(3-bromo-4-methoxyphenyl)ethan-1-amine BrC=1C=C(C=CC1OC)C(C)N